C1=CC(=C(C=C1C(=O)O)NCCCN)O The molecule is a monohydroxybenzoic acid that is 3-amino-4-hydroxybenzoic acid in which one of the hydrogens attached to the amino group has been replaced by a 3-aminopropyl group. Derivative of aminohydroxybenzoic acid, a novel and abundant metabolite found in Acinetobacter baylyi ADP1 grown on quinate carbon source. It has a role as a bacterial metabolite. It is a primary amino compound, a secondary amino compound and a monohydroxybenzoic acid. It derives from a 3-amino-4-hydroxybenzoic acid.